Tert-butyl (2-((3-fluorophenyl)amino)-6-(phenylcarbamoyl)pyridin-4-yl)carbamate FC=1C=C(C=CC1)NC1=NC(=CC(=C1)NC(OC(C)(C)C)=O)C(NC1=CC=CC=C1)=O